N-(3-(2-(3-hydroxypropyl)-1H-imidazol-4-yl)phenyl)-2-(1-oxoisoindolin-2-yl)-2-phenylacetamide OCCCC=1NC=C(N1)C=1C=C(C=CC1)NC(C(C1=CC=CC=C1)N1C(C2=CC=CC=C2C1)=O)=O